3,5-dinitro-2-methyl-benzoic acid [N+](=O)([O-])C=1C(=C(C(=O)O)C=C(C1)[N+](=O)[O-])C